O1-benzyl O4-tert-butyl 4-[[1-[1-[1-[(4-methoxyphenyl)methyl]-2,6-dioxo-3-piperidyl]-3-methyl-2-oxo-benzimidazol-5-yl]-4-piperidyl]methyl]piperidine-1,4-dicarboxylate COC1=CC=C(C=C1)CN1C(C(CCC1=O)N1C(N(C2=C1C=CC(=C2)N2CCC(CC2)CC2(CCN(CC2)C(=O)OCC2=CC=CC=C2)C(=O)OC(C)(C)C)C)=O)=O